N=1C(=CN2C1N=CC=C2)C2=NN=CO2 5-(imidazo[1,2-a]pyrimidin-2-yl)-1,3,4-oxadiazol